O=C1N(C2=CC(=CC=C2C=C1C(=O)[O-])OCC(F)(F)F)C1=CC=CC=C1 2-oxo-1-phenyl-7-(2,2,2-trifluoroethoxy)-1,2-dihydroquinoline-3-carboxylate